ClC=1C=C(C(=NC1)C)N[C@@H](C)C1=CC=C(S1)C(=O)N[C@H](C(=O)NC12CC(C1)(C2)C(=O)OC)CC2CCCC2 methyl 3-[(2S)-2-({5-[(1S)-1-[(5-chloro-2-methylpyridin-3-yl)amino]ethyl]thiophen-2-yl}formamido)-3-cyclopentylpropanamido]bicyclo[1.1.1]pentane-1-carboxylate